C1(=CC=CC=C1)C1=C(C(=CC(=C1)C1=CC=CC=C1)S(=O)(=O)O)P(C1CCCCC1)C1CCCCC1 2,4-diphenyl-6-sulfophenyl-dicyclohexylphosphine